C(C)N1C=NCC=C1 1-ethyl-4H-pyrimidine